5-{2-[4-(trifluoromethyl)phenyl]ethoxy}-1H-indol-3-amine TFA salt OC(=O)C(F)(F)F.FC(C1=CC=C(C=C1)CCOC=1C=C2C(=CNC2=CC1)N)(F)F